1-((4-ethoxy-4-oxobutyl)amino)cyclopropane-1-carboxylate C(C)OC(CCCNC1(CC1)C(=O)[O-])=O